FC=1C=C(C=C(C1F)N1CCNCC1)C=1C=C2C(=NC1)NC=C2C=2C=CC=1N(N2)C=CN1 6-(5-(3,4-difluoro-5-(piperazin-1-yl)phenyl)-1H-pyrrolo[2,3-b]pyridin-3-yl)imidazo[1,2-b]pyridazine